COC(=O)C1=C(C(=O)OOC(C2=C(C=CC=C2)C(=O)OC)=O)C=CC=C1 bis(2-methoxycarbonylbenzoyl) peroxide